(R)-N-(3-(difluoromethyl)-1-(1-(1-(2-hydroxypropionyl)piperidin-4-yl)azetidin-3-yl)-1H-pyrazol-4-yl)-6-(1-(2,2,2-trifluoroethyl)-1H-pyrazol-4-yl)-2-pyridineamide FC(C1=NN(C=C1NC(=O)C1=NC(=CC=C1)C=1C=NN(C1)CC(F)(F)F)C1CN(C1)C1CCN(CC1)C([C@@H](C)O)=O)F